2,2,2-Trifluoroethyl 2-[1-[2-fluoro-4-(trifluoromethyl)phenyl]ethyl-methyl-amino]-2-oxo-acetate FC1=C(C=CC(=C1)C(F)(F)F)C(C)N(C(C(=O)OCC(F)(F)F)=O)C